FC=1C(=C(C=CC1F)[C@H]1[C@H](O[C@@]([C@@H]1CC)(C(F)(F)F)C)C(=O)NC1=CC(=NC=C1)C(=O)N)OC (2S,3S,4R,5S)-4-[[3-(3,4-Difluoro-2-methoxy-phenyl)-4-ethyl-5-methyl-5-(trifluoromethyl)tetrahydrofuran-2-carbonyl]amino]pyridin-2-carboxamid